C(#N)[C@H](C[C@H]1C(NCCC1)=O)NC(=O)C1N(CC2C1CCC2)C(COC2=C(C=C(C=C2)Cl)Cl)=O N-((S)-1-cyano-2-((S)-2-oxopiperidin-3-yl)ethyl)-2-(2-(2,4-dichlorophenoxy)acetyl)octahydrocyclopenta[c]pyrrole-1-carboxamide